7-(7-fluoro-3-(methoxymethoxy)-8-((triisopropylsilyl)ethynyl)naphthalen-1-yl)-2-(methylsulfinyl)-5-(pyrrolidin-1-yl)pyrido[4,3-d]pyrimidine FC1=CC=C2C=C(C=C(C2=C1C#C[Si](C(C)C)(C(C)C)C(C)C)C1=CC=2N=C(N=CC2C(=N1)N1CCCC1)S(=O)C)OCOC